CN1CC2C(C1)CC(=C2)C2=CC1=CC=CC=C1C=C2 2-methyl-5-(naphthalen-2-yl)-1,2,3,3a,4,6a-hexahydrocyclopenta[c]pyrrole